COC1=C(\C=C/2\C(C3=CC=CC=C3CC2)=O)C=CC(=C1)OC (E)-2-(2,4-dimethoxybenzylidene)-1-tetralone